3-ethoxy-1,3-dimethyl-5-nitro-2-oxoindoline-6-carboxylic acid methyl ester COC(=O)C1=C(C=C2C(C(N(C2=C1)C)=O)(C)OCC)[N+](=O)[O-]